N1(CCN(CCN(CCN(CC1)CC(=O)O)CC(=O)O)CC(=O)O)CC(=O)N 1,4,7,10-tetraazacyclododecane-1,4,7,10-tetraacetic acid amide